CC1=NC2=C(C=CC=C2C=C1)C=1C(=C([O-])C=CC1C1=CC=CC=C1)C=1C=CC=C2C=CC(=NC12)C di-(2-methyl-8-quinolyl)-4-phenyl-phenoxide